[2-(4-fluorophenyl)-2-methylpropyl]-5,6,7,8-tetrahydropyridino[4,3-d]pyrimidin-2-ylamine FC1=CC=C(C=C1)C(CNC=1N=CC2=C(N1)CCNC2)(C)C